5-(4-bromophenyl)pyridin-3-ol BrC1=CC=C(C=C1)C=1C=C(C=NC1)O